5-(2,6-dioxo-3-piperidyl)-2-(4-piperidyl)benzenesulfonyl fluoride O=C1NC(CCC1C=1C=CC(=C(C1)S(=O)(=O)F)C1CCNCC1)=O